ClC=1C=C2C[C@@H](C3(C2=CC1OCOC)CCC(CC3)(C(=O)OC)N(C(C(F)(F)F)=O)C3=CC(=CC=C3)Cl)C[C@H](CO)C methyl (1r,2'S,4S)-5'-chloro-4-[(3-chlorophenyl)(trifluoroacetyl)amino]-2'-[(2R)-3-hydroxy-2-methylpropyl]-6'-(methoxymethoxy)-2',3'-dihydrospiro[cyclohexane-1,1'-indene]-4-carboxylate